O1C=C(C2=C1C=CC=C2)C[C@H](NC(CC2=CC=C1COC3(C1=C2)COCC3)=O)B(O)O (R)-2-(benzofuran-3-yl)-1-(2-(4,5-dihydro-2H,3'H-spiro[furan-3,1'-isobenzofuran]-6'-yl)acetamido)ethylboronic acid